5-[2-(1,1-Difluoroethyl)-5-(difluoromethyl)imidazo[4,5-b]pyridin-3-yl]indolin FC(C)(F)C1=NC=2C(=NC(=CC2)C(F)F)N1C=1C=C2CCNC2=CC1